4-((5-ethyl-1-methyl-4-oxo-4,5-dihydro-1H-pyrrolo[3,2-c]pyridin-3-yl)amino)-N-methylpyridazine-3-carboxamide C(C)N1C(C2=C(C=C1)N(C=C2NC2=C(N=NC=C2)C(=O)NC)C)=O